4-(((2-amino-6-methoxy-4-(methoxycarbonyl)phenyl)amino)methyl)piperidine-1-carboxylic acid tert-butyl ester C(C)(C)(C)OC(=O)N1CCC(CC1)CNC1=C(C=C(C=C1OC)C(=O)OC)N